CN(C)CC=1C=C(C=CC1)C1=CC(=CC=C1)C(C(=O)N1CC2=C(N=C(NC2=O)C2(CC2)C2=CC=CC=C2)CC1)O 6-(2-(3'-((dimethylamino)methyl)-[1,1'-biphenyl]-3-yl)-2-hydroxyacetyl)-2-(1-phenylcyclopropyl)-5,6,7,8-tetrahydropyrido[4,3-d]pyrimidin-4(3H)-one